(6-chloro-5-(3-fluoro-1H-indol-1-yl)-1,2,4-triazin-3-yl)-6-methoxy-2-methyl-1,2,3,4-tetrahydroisoquinolin-7-amine ClC1=C(N=C(N=N1)C1N(CCC2=CC(=C(C=C12)N)OC)C)N1C=C(C2=CC=CC=C12)F